(S)-5-amino-N-ethyl-N-(7'-(trifluoromethyl)spiro[cyclopropane-1,1'-isochroman]-4'-yl)-6,8-dihydro-1H-furo[3,4-d]pyrrolo[3,2-b]pyridine-2-carboxamide NC1=C2C(=C3C(=N1)C=C(N3)C(=O)N([C@@H]3COC1(C4=CC(=CC=C34)C(F)(F)F)CC1)CC)COC2